C(C)(C)(C)OC(=O)NCCC(=O)O N-t-butoxycarbonyl-β-alanine